ClC1=C(C=CC(=C1)C(F)(F)F)NC(CN1C=2N(C(C(=C1CC)N1CCN(CC1)C(C1=NC=CC=C1O)=O)=O)N=C(N2)C=2CC1=CC=CC=C1C2)=O N-(2-chloro-4-(trifluoromethyl)phenyl)-2-(5-ethyl-6-(4-(3-hydroxypicolinoyl)piperazin-1-yl)-2-(1H-inden-2-yl)-7-oxo-[1,2,4]triazolo[1,5-a]pyrimidin-4(7H)-yl)acetamide